CC1(CCC=2C(=NNC2C1)C=1NC2=CC(=CC=C2C1)N(C([C@H](C)N1CCOCC1)=O)C)C N-[2-(6,6-dimethyl-4,5,6,7-tetrahydro-1H-indazole-3-yl)-1H-indole-6-yl]-N-methyl-(2S)-2-(morpholine-4-yl)propanamide